ClC=1C(=C(C=CC1)\N=C(\C(F)(F)F)/C1=CC=C(C=C1)S(=O)(=O)N(C)C)N1CCOCC1 (E)-4-(1-((3-chloro-2-morpholinylphenyl)imino)-2,2,2-trifluoroethyl)-N,N-dimethylbenzene-sulfonamide